3-(5-((2-(isobutylamino)cyclohexyl)oxy)-1-oxoisoindolin-2-yl)piperidine-2,6-dione C(C(C)C)NC1C(CCCC1)OC=1C=C2CN(C(C2=CC1)=O)C1C(NC(CC1)=O)=O